FC(C1=CC2=C(NN=N2)C=C1)(F)F 5-trifluoromethylbenzotriazole